O=C1N2C(=NN1COCC[Si](C)(C)C)CCC2C(=O)O 3-oxo-2-((2-(trimethylsilyl)ethoxy)methyl)-2,5,6,7-tetrahydro-3H-pyrrolo[2,1-c][1,2,4]triazole-5-carboxylic acid